ClC=1C=C(C=C2C=CN(C12)C[C@H]1[C@@H](C1)C(=O)O)OCC1=CC(=C(C=C1)C1CCCC1)C(F)(F)F (1R,2R)-2-((7-chloro-5-((4-cyclopentyl-3-(trifluoromethyl)benzyl)oxy)-1H-indol-1-yl)methyl)cyclopropane-1-carboxylic acid